(R)-ethyl 2-chloro-4-((6-chloro-1-(dimethoxymethyl)-1,2,3,4-tetrahydronaphthalen-1-yl)methoxy)-5-nitrobenzoate ClC1=C(C(=O)OCC)C=C(C(=C1)OC[C@]1(CCCC2=CC(=CC=C12)Cl)C(OC)OC)[N+](=O)[O-]